2-amino-6-chloro-N-(4-(4-morpholinopiperidine-1-yl)pyridin-3-yl)pyrazolo[1,5-a]pyrimidine-3-carboxamide NC1=NN2C(N=CC(=C2)Cl)=C1C(=O)NC=1C=NC=CC1N1CCC(CC1)N1CCOCC1